((trifluoromethylsulfonyl)oxy)-2,5-dihydro-1H-pyrrole-1-carboxylate FC(S(=O)(=O)OC1N(CC=C1)C(=O)[O-])(F)F